((5S,8r)-4,4-difluoro-1-oxaspiro[4.5]decan-8-yl)-4-(5-(5-fluoro-2-methylpyridin-4-yl)-1H-pyrazole-3-carbonyl)-4-azaspiro[2.5]octane-7-carboxamide FC1(CCOC12CCC(CC2)C2CC21N(CCC(C1)C(=O)N)C(=O)C1=NNC(=C1)C1=CC(=NC=C1F)C)F